ClC1=CC=CC2=C1N=C(S2)CNC([C@H](C)NC(=O)[C@@H]2N(C[C@H](C2)C2=CC=CC=C2)C(=O)OC(C)(C)C)=O tert-Butyl (2R,4R)-2-(((S)-1-(((4-chlorobenzo[d]thiazol-2-yl)methyl)amino)-1-oxopropan-2-yl)carbamoyl)-4-phenylpyrrolidine-1-carboxylate